C1N(CC12CCNCC2)C(=O)Cl 2,7-diazaspiro[3.5]Nonane-2-carbonyl chloride